C(=O)O.FC1(CCNCC12CNC2)F 9,9-difluoro-2,6-diazaspiro[3.5]nonane formate